6-bromo-2,2-dimethyl-3,4-dihydro-1,4-benzoxazine BrC=1C=CC2=C(NCC(O2)(C)C)C1